C(#N)C=1C=CC(=NC1)NC(=O)N1CCCC2=CC(=C(N=C12)C=O)CO N-(5-cyanopyridin-2-yl)-7-formyl-6-(hydroxymethyl)-3,4-dihydro-1,8-naphthyridine-1(2H)-carboxamide